3-[3-(22,28-Difluoro-9,9-dimethyl-12-oxo-24-oxa-3,11,19,30-tetrazapentacyclo[23.3.1.12,5.015,23.016,20]triaconta-1(29),2,4,15,17,20,22,25,27-nonaen-6-yl)-2-fluoro-phenyl]propanoic acid FC=1C=C2NC=CC2=C2CCC(NCC(CCC(C3=CN=C(C=4C(=CC=C(OC12)C4)F)N3)C=3C(=C(C=CC3)CCC(=O)O)F)(C)C)=O